C(CCCCCCCCCCCCCCC)(=O)OCCCCCCCCCCCCCC Tetradecyl hexadecanoate